7-cyano-5-fluoro-3-methyl-1-benzofuran C(#N)C1=CC(=CC=2C(=COC21)C)F